O=C(CNC(C1=CC(=CC=C1)C(F)(F)F)=O)N1C2C(CC1)N(CC2)C2CCC(CC2)C=2SC=CN2 N-(2-oxo-2-(4-((1r,4r)-4-(thiazol-2-yl)cyclohexyl)hexahydropyrrolo[3,2-b]pyrrol-1(2H)-yl)ethyl)-3-(trifluoromethyl)benzamide